(S)-2-[(4-chlorophenyl)(4-piperidinyloxy)methyl]pyridine ClC1=CC=C(C=C1)[C@@H](C1=NC=CC=C1)OC1CCNCC1